O1CCC(CC1)CC=C 3-(tetrahydro-2H-pyran-4-yl)propylene